FC=1C=C(C=CC1)C1N(CC(C1)(C)C)C=1C2=C(N=CN1)N(C=C2)C=2SC(=CN2)NC(=O)NC2=CC=C(C=C2)S(=O)(=O)C 1-(2-(4-(2-(3-fluorophenyl)-4,4-dimethylpyrrolidin-1-yl)-7H-pyrrolo[2,3-d]pyrimidin-7-yl)thiazol-5-yl)-3-(4-(methylsulfonyl)phenyl)urea